C(C(=C)C)(=O)OCCCCCCCCCCCCCCCCCCCCOC(C=C)=O 20-(acryloyloxy)-eicosyl methacrylate